S-hydroxymethyl-p-tertiary butyl-thiophenol OCSC1=CC=C(C=C1)C(C)(C)C